C(C)OC(C(F)(F)F)(C(F)(F)F)[C@]1(CN(CC1)C(C)(CC)C=1C=CC(NC1)(C(C(CC(=O)[O-])(O)C(=O)[O-])C(=O)[O-])C)CCC=1SC=CC1 |o1:12| 5-(2-((R or S)-3-(2-ethoxy-1,1,1,3,3,3-hexafluoropropan-2-yl)-3-(2-(thiophen-2-yl)ethyl)pyrrolidin-1-yl)butan-2-yl)-2-methylpyridinecitrate